FC(OC1=NC=CC(=C1)C=1C=2N(C(=NC1C=1OC=CN1)N)N=C(N2)CC2=NC=CC=C2F)F 8-(2-(difluoromethoxy)pyridin-4-yl)-2-((3-fluoropyridin-2-yl)methyl)-7-(oxazol-2-yl)-[1,2,4]triazolo[1,5-c]pyrimidin-5-amine